4-(tert-butyl)-2-ethyl-1-((1-aminonaphthalen-2-yl)methyl)-1H-imidazole-2,4-dicarboxylic acid C(C)(C)(C)C1(NC(N(C1)CC1=C(C2=CC=CC=C2C=C1)N)(C(=O)O)CC)C(=O)O